N-(5-(2,6-Difluoro-4-methoxyphenyl)-2-(4-methoxy-6-methylpyridin-2-yl)-1-methyl-3-oxo-2,3-dihydro-1H-pyrazol-4-yl)-4-(difluoromethoxy)benzamide FC1=C(C(=CC(=C1)OC)F)C1=C(C(N(N1C)C1=NC(=CC(=C1)OC)C)=O)NC(C1=CC=C(C=C1)OC(F)F)=O